2,6-dimethyl-4-hydroxyphenol CC1=C(C(=CC(=C1)O)C)O